4-((4'-chloro-[1,1'-biphenyl]-2-yl)methyl)-1,4-diazepine ClC1=CC=C(C=C1)C1=C(C=CC=C1)CN1C=CN=CC=C1